C(C)(C)(C)OC(=O)N1CCC(=CC1)C1=NC=C(C=N1)C(=O)OCC ethyl 2-(1-(tert-butoxycarbonyl)-1,2,3,6-tetrahydropyridin-4-yl)pyrimidine-5-carboxylate